C(C)OC(=O)C=1N(N=C(C1)C)C1=CC=C(C=C1)NC(=O)NC=1C(=NC=CC1)OC1=C(C=CC=C1)C(C)(C)C 2-(4-{3-[2-(2-tert-butyl-phenoxy)-pyridin-3-yl]-ureido}-phenyl)-5-methyl-2H-pyrazole-3-carboxylic acid ethylester